C1(CC[C@@H](C)O1)=O |r| racemic-gamma-valerolactone